(2S)-4-[3-(dimethylamino)propionyloxy]-1-[6-(9-methyldecyloxy)-6-oxo-hexyl]pyrrolidine-2-carboxylic acid [8-(1-octylnonyloxy)-8-oxo-octyl] ester C(CCCCCCC)C(CCCCCCCC)OC(CCCCCCCOC(=O)[C@H]1N(CC(C1)OC(CCN(C)C)=O)CCCCCC(=O)OCCCCCCCCC(C)C)=O